(R)-2-(N-[4-Amino-5-(4-chlorobenzoyl)thiazol-2-yl]-4-fluoroanilino)propanamid NC=1N=C(SC1C(C1=CC=C(C=C1)Cl)=O)N(C1=CC=C(C=C1)F)[C@@H](C(=O)N)C